FC(C(C(F)(F)F)(O)C1=CC=C(C=C1)C1=C(C=C(C=C1)CN1[C@H](CN(CC1)CC1=CC=NC=C1)CC(=O)OCCO)C)(F)F 2-hydroxyethyl (S)-2-(1-((4'-(1,1,1,3,3,3-hexafluoro-2-hydroxypropan-2-yl)-2-methyl-[1,1'-biphenyl]-4-yl)methyl)-4-(pyridin-4-ylmethyl)piperazin-2-yl)acetate